N1(CCCC1)C=1C=NC=CC1 (S)-(-)-3-pyrrolidinylpyridine